3-[(1-{[(3R,4R)-1-(biphenyl-3-ylsulfonyl)-3-phenylpiperidin-4-yl]carbonyl}-4-hydroxypiperidin-4-yl)methyl]-7-methyl-3,7-dihydro-4H-pyrrolo[2,3-d]pyrimidin-4-one C1(=CC(=CC=C1)S(=O)(=O)N1C[C@H]([C@@H](CC1)C(=O)N1CCC(CC1)(O)CN1C=NC2=C(C1=O)C=CN2C)C2=CC=CC=C2)C2=CC=CC=C2